CC1(OB(OC1(C)C)C1=C(C(=C(C(=C1)F)F)OCC1=CC=C(C=C1)OC)F)C 4,4,5,5-Tetramethyl-2-(2,4,5-trifluoro-3-((4-methoxybenzyl)oxy)phenyl)-1,3,2-dioxaborolane